4-[[(1S,2S)-6-Chloro-2-(dimethylamino)-4-(trifluoromethoxy)-2,3-dihydro-1H-inden-1-yl]oxy]-3-methylbenzene ClC1=CC(=C2C[C@@H]([C@H](C2=C1)OC1=C(C=CC=C1)C)N(C)C)OC(F)(F)F